2-[2-(2-methoxyphenyl)imidazo[1,2-a]pyrimidin-6-yl]ethynyl-trimethyl-silane COC1=C(C=CC=C1)C=1N=C2N(C=C(C=N2)C#C[Si](C)(C)C)C1